FC1=C(C=CC(=C1)OC(C)C)B(O)O [2-fluoro-4-(propan-2-yloxy)phenyl]boronic acid